(2R)-2-[4-(2-chloro-4-fluoro-phenyl)-2-oxo-chromen-7-yl]oxy-N-[4-(2-methoxyethyl)phenyl]propanamide ClC1=C(C=CC(=C1)F)C1=CC(OC2=CC(=CC=C12)O[C@@H](C(=O)NC1=CC=C(C=C1)CCOC)C)=O